2-(6-(dimethylamino)benzo[d][1,3]dioxol-5-ylthio)-1-(2-(neopentylamino)ethyl)-1H-imidazo[4,5-c]pyridin-4-amine CN(C=1C(=CC2=C(OCO2)C1)SC=1N(C2=C(C(=NC=C2)N)N1)CCNCC(C)(C)C)C